C(#N)C1=CC=2NC([C@H]3N(C2N=C1)CCN(C3)C(=O)OC(C)(C)C)=O tert-butyl (S)-3-cyano-6-oxo-5,6,6a,7,9,10-hexahydro-8H-pyrazino[1,2-a]pyrido[3,2-e]pyrazine-8-carboxylate